C(C1=CC=CC=C1)OC1=CC(=NC(=C1)Cl)Cl 4-benzyloxy-2,6-dichloro-pyridine